3-Methylaminobutan CNC(CC)C